(R)-2-amino-N-((S)-1-(((S)-1-(3-benzyl-1,2,4-oxadiazol-5-yl)-2-(1H-indol-3-yl)ethyl)amino)-3-(4-hydroxy-2,6-dimethylphenyl)-1-oxopropan-2-yl)-4-guanidino-butanamide N[C@@H](C(=O)N[C@H](C(=O)N[C@@H](CC1=CNC2=CC=CC=C12)C1=NC(=NO1)CC1=CC=CC=C1)CC1=C(C=C(C=C1C)O)C)CCNC(=N)N